6-{[1-(2-aminoethyl)azetidin-3-yl]oxy}-3-(2-boranocyclopropyl)-2-hydroxybenzoic acid NCCN1CC(C1)OC1=CC=C(C(=C1C(=O)O)O)C12C(C1)B2